IC=1C=C(C=NC1)COC1=C(CN2[C@@H](CCCC2)C(=O)O)C=C(C(=C1)\C=C\C=1C(=C(C=CC1)C1=CC=CC=C1)C)C(F)(F)F (S,E)-1-(2-((5-iodopyridin-3-yl)methoxy)-4-(2-(2-methyl-[1,1'-biphenyl]-3-yl)vinyl)-5-(trifluoromethyl)benzyl)piperidine-2-carboxylic acid